COC(C1=CC(=CC=C1)C=1SC(=CC1)C(NC(C)C)=O)=O 3-(5-(isopropylcarbamoyl)thiophen-2-yl)benzoic acid methyl ester